FC1=C(C=C(C(=C1F)F)F)[B-](C1=C(C(=C(C(=C1)F)F)F)F)(C1=C(C(=C(C(=C1)F)F)F)F)C1=C(C(=C(C(=C1)F)F)F)F.C1(=CC=CC=C1)[Si+](C1=CC=CC=C1)C1=CC=CC=C1 triphenylsilylium tetrakis(2,3,4,5-tetra-fluorophenyl)borate